C[C@@H]1CN=C2N1C1=CC=C(C=C1C(N2CC=2C=NN(C2)CC#N)=O)S(=O)(=O)NC2(CC2)C (R)-1-methyl-4-((1-cyanomethyl-1H-pyrazol-4-yl)methyl)-N-(1-methylcyclopropyl)-5-oxo-1,2,4,5-tetrahydroimidazo[1,2-a]quinazoline-7-sulfonamide